CC(C)(C)[S@@](=O)/N=C/C(F)(F)F (R,E)-2-methyl-N-(2,2,2-trifluoroethylidene)propane-2-sulfinamide